1,3,5,6-tetraglycidyl-2,4-Hexanediol C(C1CO1)CC(C(C(C(CCC1CO1)CC1CO1)O)CC1CO1)O